FC=1C=2CCCC2C(=C2CCCC12)NC(=O)NS(=O)(=N)C=1C=NN2C1OCCCC2 N-((8-fluoro-1,2,3,5,6,7-hexahydro-s-indacen-4-yl)carbamoyl)-5,6,7,8-tetrahydropyrazolo[5,1-b][1,3]oxazepine-3-sulfonimidamide